C1(CC1)C1=NC=NC(=C1C1=NNC2=C1CN(CC2)C2=NC=C(C=C2)C=2N(C=C(N2)C(F)(F)F)C(C)C)OC 3-(4-Cyclopropyl-6-methoxypyrimidin-5-yl)-5-(5-(1-isopropyl-4-(trifluoromethyl)-1H-imidazol-2-yl)pyridin-2-yl)-4,5,6,7-tetrahydro-1H-pyrazolo[4,3-c]pyridine